O=C1N(CC2=CC(=CC=C12)CN1CCN(CC1)C1=NC=C(C=C1)C(F)(F)F)C1C(NC(CC1)=O)=O 3-(1-oxo-5-((4-(5-(trifluoromethyl)pyridin-2-yl)piperazin-1-yl)methyl)isoindolin-2-yl)piperidine-2,6-dione